2-(benzyloxymethyl)thiirane C(C1=CC=CC=C1)OCC1SC1